OC(CC(=O)[O-])(CC(=O)[O-])C(=O)[O-] 2-hydroxypropane-1,2,3-tricarboxylate